C(CCC)C(C(=O)O)(C(=O)O)CC1=CC(=C(C(=C1)C(C)(C)C)O)C(C)(C)C.ClC(OC1=CC=C(C=C1)NC(C1=CN=C(C(=C1)NC1C(CCC1)C#N)N1C[C@@H](CC1)O)=O)(F)F N-(4-(chlorodifluoromethoxy)phenyl)-5-((2-cyanocyclopentyl)amino)-6-((R)-3-Hydroxypyrrolidin-1-yl)nicotinamide butyl-3,5-di-tert-butyl-4-hydroxybenzylmalonate